(S)-quinuclidin-3-yl (5-(3-butoxyphenyl)-2,2-dimethyl-2,3-dihydro-1H-inden-1-yl)carbamate C(CCC)OC=1C=C(C=CC1)C=1C=C2CC(C(C2=CC1)NC(O[C@@H]1CN2CCC1CC2)=O)(C)C